5-(6-benzyloxy-2-bromo-4,4-difluoro-3H-naphthalen-1-yl)-2-[4-(dimethoxymethyl)-1-piperidyl]pyridine C(C1=CC=CC=C1)OC=1C=C2C(CC(=C(C2=CC1)C=1C=CC(=NC1)N1CCC(CC1)C(OC)OC)Br)(F)F